calcium phosphate di-orthosilicate [Si]([O-])([O-])(O)O.[Si](O)(O)(O)O.P(=O)(O)(O)O.[Ca+2]